6-bromo-4-methylheptyl nonyloxymethyl ether C(CCCCCCCC)OCOCCCC(CC(C)Br)C